4-(9-((1R,5S)-3,8-diazabicyclo[3.2.1]octan-3-yl)-7-(((2R,7aS)-2-fluorotetrahydro-1H-pyrrolizin-7a(5H)-yl)methoxy)furo[2,3-f]quinazolin-4-yl)-5-ethyl-5,6,7,8-tetrahydronaphthalen-2-ol [C@H]12CN(C[C@H](CC1)N2)C2=NC(=NC1=CC(=C3C(=C21)OC=C3)C3=CC(=CC=2CCCC(C32)CC)O)OC[C@]32CCCN2C[C@@H](C3)F